O1CN=CC=C1 2H-1,3-oxazin